C1(=CC=CC=C1)/C=C/S(=O)(=O)O (E)-2-phenylethenesulfonic acid